CN1N=C2N=CC(=CC2=C1)C1=CC=C2C(=N1)SC(=N2)C2CC1(CC1)C2 5-(5-(2-methyl-2H-pyrazolo[3,4-b]pyridin-5-yl)[1,3]thiazolo[5,4-b]pyridin-2-yl)spiro[2.3]hexan